N-((5-Chloro-4-(((ethyl(methyl)amino)methylen)amino)-2-methylphenyl)(ethyl)(oxo)-λ6-sulfaneyliden)benzamid ClC=1C(=CC(=C(C1)S(=NC(C1=CC=CC=C1)=O)(=O)CC)C)N=CN(C)CC